FC1=C(C(=CC=C1)F)C1=NC=CC=C1N[C@H](C)C=1C=C(C=C2C(C(=C(OC12)C=1C=NC=CC1)C)=O)C 8-[(1R)-1-[[2-(2,6-Difluorophenyl)-3-pyridyl]amino]ethyl]-3,6-dimethyl-2-(3-pyridyl)chromen-4-one